C1(=CC=CC=C1)C1=C(C(=NN=N1)C1=C(C2=C(OC3=C2C=CC=C3)C=C1)C1=CC=CC=C1)C1=CC=CC=C1 (diphenyltriazinyl)(phenyldibenzofuran)